ClC1=C(C=CC=C1C1=CC=C(C(=N1)CC)CN[C@H]1[C@H](COCC1)O)C1=C(C(=CC=C1)NC=1C2=C(N=C(N1)C)C=CC=N2)C (3R,4R)-4-(((6-(2-chloro-2'-methyl-3'-((2-methylpyrido[3,2-d]pyrimidin-4-yl)amino)-[1,1'-biphenyl]-3-yl)-2-ethylpyridin-3-yl)methyl)amino)tetrahydro-2H-pyran-3-ol